C(C)(C)(C)OC(=O)N1CCC2(CC3=NN=C(N3C2)O)CC1 hydroxy-5'H,7'H-spiro[piperidine-4,6'-pyrrolo[2,1-c][1,2,4]triazole]-1-carboxylic acid tert-butyl ester